ClC1=CC2=C(NC(N2)=O)C=C1 5-chloro-1,3-dihydrobenzimidazol-2-one